3-formyl-L-glutamic acid C(=O)C([C@H](N)C(=O)O)CC(=O)O